tert-butyl (S)-(2-hydroxypropyl)(3-oxo-3-(4-(5-(trifluoromethyl)pyrimidin-2-yl)piperazin-1-yl)propyl)carbamate O[C@H](CN(C(OC(C)(C)C)=O)CCC(N1CCN(CC1)C1=NC=C(C=N1)C(F)(F)F)=O)C